5-{(3S,5R)-5-methyl-1-[2-(4-methyl-piperazin-1-yl)-acetyl]-piperidin-3-yl}-quinoline-8-carbonitrile C[C@@H]1C[C@H](CN(C1)C(CN1CCN(CC1)C)=O)C1=C2C=CC=NC2=C(C=C1)C#N